4-(2-(anthracene-9-yl)vinyl)-2-fluoro-pyridine C1=CC=CC2=CC3=CC=CC=C3C(=C12)C=CC1=CC(=NC=C1)F